2-trimethylsilylethyl 4-[2-[2-(p-tolylsulfonyloxy)ethoxy]ethoxy]piperidine-1-carboxylate C1(=CC=C(C=C1)S(=O)(=O)OCCOCCOC1CCN(CC1)C(=O)OCC[Si](C)(C)C)C